trans-3-amino-6'-chloro-2'-methyl-1',2'-dihydro-3'h-spiro[cyclobutane-1,4'-isoquinolin]-3'-one fumarate salt C(\C=C\C(=O)O)(=O)O.NC1CC2(C(N(CC3=CC=C(C=C23)Cl)C)=O)C1